NC=1C=C(C(=O)[NH-])C=CC1 3-aminobenzoyl-amide